4-(2-((1-(2-Cyanoethyl)-1H-pyrazol-4-yl)amino)-5-methylpyrimidin-4-yl)benzoic Acid C(#N)CCN1N=CC(=C1)NC1=NC=C(C(=N1)C1=CC=C(C(=O)O)C=C1)C